racemic-(1r,2r,5r)-2-amino-8-azabicyclo[3.2.1]octane-8-carboxylic acid tert-butyl ester C(C)(C)(C)OC(=O)N1[C@H]2[C@@H](CC[C@@H]1CC2)N |r|